CC(=O)O.C1CN=CN1 Imidazoline acetate